(Z,E)-9,11,13-Tetradecatrienal C(CCCCCCC\C=C/C=C/C=C)=O